C(C)(C)(C)C=1SC2=C(N1)C(CC1(CCN(CC1)C(=O)C1=CC(=C3C=CN=C(C3=C1)CC)OC)C2)=O 2-(tert-butyl)-1'-(1-ethyl-5-methoxyisoquinoline-7-carbonyl)-5H-spiro[benzo[d]thiazol-6,4'-piperidin]-4(7H)-one